COC1=CC=C(C=N1)OC1CCN(CC1)C1=C(C=C(N=N1)C(=O)N[C@H]1CC2=CC=CC=C2CC1)C (R)-6-{4-[(6-methoxypyridin-3-yl)oxy]piperidin-1-yl}-5-methyl-N-(1,2,3,4-tetrahydronaphthalen-2-yl)pyridazine-3-carboxamide